COC(=O)C1=NN(C2=C1C=NC(=C2)NC(C)=O)C2=NC(=CC=C2)C(C)(F)F 6-acetamido-1-(6-(1,1-difluoroethyl)pyridin-2-yl)-1H-pyrazolo[4,3-c]pyridine-3-carboxylic acid methyl ester